(2'S)-2',4-dimethyl-1'-((1-(2-(methylsulfonyl)ethyl)-1H-pyrazol-4-yl)methyl)-2,3-dihydrospiro[indene-1,4'-piperidin]-3-ol C[C@@H]1N(CCC2(C1)CC(C1=C(C=CC=C12)C)O)CC=1C=NN(C1)CCS(=O)(=O)C